C(CCC)N1C=CC2=CC=CC=C12 N-1-butyl-indole